CC/C=C\\C/C=C\\C/C=C\\CCCCCCCCCC(=O)N The molecule is a primary fatty amide resulting from the formal condensation of the carboxy group of all-cis-icosa-11,14,17-trienoic acid with ammonia. It derives from an all-cis-icosa-11,14,17-trienoic acid.